COC=1C=C(/C=C/C2=CC=C(OC(=O)OCCNC(CNC(OC(C)(C)C)=O)=O)C=C2)C=C(C1)OC tert-butyl (E)-(2-((2-(((4-(3,5-dimethoxystyryl)phenoxy) carbonyl)oxy)ethyl)amino)-2-oxoethyl)carbamate